C(O)(O)=O.NC1=CC=CC=C1 aniline bicarbonate